C(C=C)(=O)OC(C=C)=O acrylic, anhydride